NCC=1C(=NC=CN1)[C@@H]1[C@H](C1)C(=O)OCC ethyl (1S,2S)-2-(3-(aminomethyl)pyrazin-2-yl)cyclopropane-1-carboxylate